4-[(4-Aminophenyl)azo]-1-[di(2-hydroxyethyl)amino]-3-methylbenzol NC1=CC=C(C=C1)N=NC1=C(C=C(C=C1)N(CCO)CCO)C